(acetylpyrazinyl)pyridine C(C)(=O)C=1C(=NC=CN1)C1=NC=CC=C1